BrC1=CC=C(OC[C@@H]2COC[C@](O2)(C)CO)C=C1 ((2S,6S)-6-((4-bromophenoxy)methyl)-2-methyl-1,4-dioxan-2-yl)methanol